[Na].C(C)N1CC(CC1)N(S(=O)(=O)NC(=O)NC1=C2CCCC2=CC=2CCCC12)C=1C=NN(C1)C 1-[(1-ethylpyrrolidin-3-yl)(1-methyl-1H-pyrazol-4-yl)sulfamoyl]-3-(1,2,3,5,6,7-hexahydro-s-indacen-4-yl)urea sodium salt